FC(C1=CC=C(C=N1)C1N(CC(CC1)C)C(C(=O)NC=1C=C(C(=NC1)NC(OC(C)(C)C)=O)C)=O)F tert-butyl N-[5-[[2-[2-[6-(difluoromethyl)-3-pyridyl]-5-methyl-1-piperidyl]-2-oxo-acetyl]amino]-3-methyl-2-pyridyl]carbamate